NC1=NC=NC=2N(C3=CC=C(C=C3C21)CO)CC(=O)OCC ethyl 2-(4-amino-6-(hydroxymethyl)-9H-pyrimido[4,5-b]indol-9-yl)acetate